1-(4-Methoxyphenyl)-2,2-bis(phenylselanyl)ethan-1-one COC1=CC=C(C=C1)C(C([Se]C1=CC=CC=C1)[Se]C1=CC=CC=C1)=O